C(C)(C)(C)N1N=C(C(=C1NC(=O)[C@@H]1C(C1)(F)F)C)C1CC(C1)(F)F (R)-N-(1-(tert-butyl)-3-(3,3-difluorocyclobutyl)-4-methyl-1H-pyrazol-5-yl)-2,2-difluoro-cyclopropane-1-carboxamide